1,8-diaminooctane disulfate S(=O)(=O)(O)OS(=O)(=O)O.NCCCCCCCCN